BrC1=C(C(=CC(=C1)C)Br)N1CCCN(S1(=O)=O)CC(=O)NC1C2CC3(CC(CC1C3)C2)C(=O)N 4-(2-(6-(2,6-dibromo-4-methylphenyl)-1,1-dioxido-1,2,6-thiadiazinan-2-yl)acetamido)adamantan-1-carboxamide